3-(5-(difluoromethyl)-1,3,4-thiadiazol-2-yl)-N-(3-(fluoromethyl)oxetan-3-yl)-8-(4-isobutyrylpiperazin-1-yl)imidazo[1,5-a]pyridine-6-sulphonamide FC(C1=NN=C(S1)C1=NC=C2N1C=C(C=C2N2CCN(CC2)C(C(C)C)=O)S(=O)(=O)NC2(COC2)CF)F